ClC=1C=C(C=CC1F)[C@H](NC(=O)[C@H]1NC(NC1)=O)[C@@H]1CC[C@H](CC1)C(F)(F)F |o1:8| (4S)-N-((R or S)-(3-chloro-4-fluorophenyl)(trans-4-(trifluoromethyl)cyclohexyl)methyl)-2-oxoimidazolidine-4-carboxamide